4-((6-cyanoimidazo[4,5-c]pyridin-1-yl)methyl)phenylboronic acid C(#N)C1=CC2=C(C=N1)N=CN2CC2=CC=C(C=C2)B(O)O